Methyl-4-[(4R)-4-[(1R,3aS,3bR,5aS,7S,9aS,9bS,11aR)-7-hydroxy-7,9a,11a-trimethyl-hexadecahydro-1H-cyclopenta[a]phenanthren-1-yl]pentanoyl]piperazine-1-carboxylate COC(=O)N1CCN(CC1)C(CC[C@@H](C)[C@H]1CC[C@@H]2[C@@]1(CC[C@@H]1[C@]3(CC[C@](C[C@@H]3CC[C@@H]21)(C)O)C)C)=O